[C@@H]12CN(C[C@@H](N1)C2)C2=NC(=NC1=C(C(=C(C=C21)F)C2=CC(=CC1=CC=CC=C21)O)F)OCC[C@H]2N(CCC2)C 4-(4-((1R,5S)-3,6-diazabicyclo[3.1.1]heptan-3-yl)-6,8-difluoro-2-(2-((S)-1-methylpyrrolidin-2-yl)ethoxy)quinazolin-7-yl)naphthalen-2-ol